4-(1-(4-((1-acetyl-4-methylpiperidin-4-yl)oxy)phenyl)pyrrolidin-2-yl)thiazol C(C)(=O)N1CCC(CC1)(C)OC1=CC=C(C=C1)N1C(CCC1)C=1N=CSC1